2-((6-(dimethylamino)benzo[d][1,3]dioxol-5-yl)thio)-1-(2-(neopentylamino)ethyl)-1H-imidazo[4,5-c]pyridin-4-amine CN(C=1C(=CC2=C(OCO2)C1)SC=1N(C2=C(C(=NC=C2)N)N1)CCNCC(C)(C)C)C